CC1(C2=C(C=CC(=C2)OS(=O)(=O)C)OC1=O)C The molecule is a methanesulfonate ester that is methanesulfonic acid in which the hydrogen of the hydroxy group has been replaced by a 3,3-dimethyl-2-oxo-2,3-dihydro-1-benzofuran-5-yl group. It is a metabolite of the herbicide ethofumesate. It has a role as a marine xenobiotic metabolite. It is a methanesulfonate ester, a member of 1-benzofurans and a gamma-lactone.